4-(1-(1-((1,3-dihydroxypropan-2-yl)oxy)-3-hydroxy-2-(hydroxymethyl)propan-2-yl)-1H-1,2,3-triazol-4-yl)butanoic acid OCC(CO)OCC(CO)(CO)N1N=NC(=C1)CCCC(=O)O